N,N,N-trimethyl-1-adamantylammonium iodide [I-].C[N+](C)(C)C12CC3CC(CC(C1)C3)C2